2-(4-((2-(2-oxo-6-azaspiro[3.3]heptane-6-yl)pyrimidin-4-yl)methoxy)phenyl)propane O=C1CC2(C1)CN(C2)C2=NC=CC(=N2)COC2=CC=C(C=C2)C(C)C